FC=1C=NC(=NC1)C1=C(C(=NC=C1)NC1=C(N=NC(=C1)NC=1N=NC(=CC1)OC)C(=O)NC([2H])([2H])[2H])OC 4-{[4-(5-fluoropyrimidin-2-yl)-3-methoxypyridin-2-yl]amino}-6-[(6-methoxypyridazin-3-yl)amino]-N-(2H3)methylpyridazine-3-carboxamide